1-(6-Methoxy-2-pyridinyl)ethanone COC1=CC=CC(=N1)C(C)=O